C1(=CC=CC=C1)N1C2=CC=CC=C2C=2C=C(C=CC12)C1=CC=C(C=C1)N(C1=CC=2C3(C4=CC=CC=C4C2C=C1)C1=CC=CC=C1C=1C=CC=CC13)C1=CC=C(C=C1)C1=CC=CC3=CC=CC=C13 N-[4-(9-phenyl-9H-carbazol-3-yl)phenyl]-N-[4-(1-naphthyl)phenyl]-9,9'-spirobi(9H-fluoren)-2-amine